CC1(CC(C=2C(=NN(C2C1)C1=CC=C(C(=O)N)C=C1)C(F)(F)F)=O)C 4-(6,6-dimethyl-4-oxo-3-(trifluoromethyl)-4,5,6,7-tetrahydro-1H-indazol-1-yl)benzamide